4-((6-(4-cyano-2,6-dimethylphenoxy) pyrimidin-4-yl) oxy)-3-methoxybenzyl cinnamate C(C=CC1=CC=CC=C1)(=O)OCC1=CC(=C(C=C1)OC1=NC=NC(=C1)OC1=C(C=C(C=C1C)C#N)C)OC